3,5-diacrylamidobenzoic acid C(C=C)(=O)NC=1C=C(C(=O)O)C=C(C1)NC(C=C)=O